(5-(benzyloxy)-2-methylbenzofuran-3-yl)(3-(3-isopropyl-1,2,4-oxadiazol-5-yl)piperidin-1-yl)methanone C(C1=CC=CC=C1)OC=1C=CC2=C(C(=C(O2)C)C(=O)N2CC(CCC2)C2=NC(=NO2)C(C)C)C1